C=CC=1C(=CC=CC1)S(=O)(=O)[O-].[Na+] sodium 2-styrenesulfonate